ClC=1C=CC(=C(CN(CCNC(OC(C)(C)C)=O)C2=CC=CC=C2)C1)C#N tert-butyl (2-((5-chloro-2-cyanobenzyl)(phenyl)amino) ethyl)carbamate